[18F]C=1C=C(CCNC(=N)N)C=CC1O 3-[18F]fluoro-p-hydroxyphenethylguanidine